[N+](=O)([O-])C=1C=C(C=C2C=C(NC12)C1=CC=CC=C1)CN1CCS(CC1)(=O)=O 4-((7-Nitro-2-phenyl-1H-indol-5-yl)methyl)thiomorpholine 1,1-dioxide